3-chloro-2-(cyclopropylethynyl)aniline ClC=1C(=C(N)C=CC1)C#CC1CC1